NC=1C=CC(=NC1)[C@@H]1N(CCC1)C(=O)OC(C)(C)C tert-butyl (R)-2-(5-aminopyridin-2-yl)pyrrolidine-1-carboxylate